NC1=C(SC2=NC(=CC=C21)C)C(=O)N[C@H]2CC1=C(C(=C(C=C1CC2)N2CCNCC2)F)F 3-amino-N-[(2R)-7,8-difluoro-6-(piperazin-1-yl)-1,2,3,4-tetrahydronaphthalen-2-yl]-6-methylthieno[2,3-b]pyridine-2-carboxamide